(1s,4s)-4-((5-((7-Oxabicyclo[2.2.1]heptan-2-yl)ethynyl)-2-((2-(1-(cyclopropylsulfonyl)-1H-pyrazol-4-yl)pyrimidin-4-yl)amino)pyridin-4-yl)amino)cyclohexan-1-ol [C@@H]12C(C[C@H](CC1)O2)C#CC=2C(=CC(=NC2)NC2=NC(=NC=C2)C=2C=NN(C2)S(=O)(=O)C2CC2)NC2CCC(CC2)O